(S)-2-amino-3-(3'-ethoxy-4'-(7-oxo-6,7-dihydro-3H-[1,2,3]triazolo[4,5-d]pyrimidin-5-yl)-[1,1'-biphenyl]-3-yl)propionic acid N[C@H](C(=O)O)CC=1C=C(C=CC1)C1=CC(=C(C=C1)C=1NC(C2=C(N1)NN=N2)=O)OCC